OC=1C=C2CN(C(C2=CC1)=O)C1=NN(C(C=C1)=O)C 5-hydroxy-2-(1-methyl-6-oxo-1,6-dihydropyridazin-3-yl)isoindolin-1-one